C(C1=CC=CC=C1)N(C(O)=O)CCS(=O)(=O)CCN.FC(C(=O)O)(F)F Trifluoroacetic acid benzyl-{2-[(2-aminoethyl)sulfonyl]ethyl}carbamate